ClC1=C(C(C(=CN1C)C(=O)NC1=CC(=C(C=C1)OC1=CC=NC2=CC(=C(N=C12)OC)OC)F)=O)C1=CC=C(C=C1)F 6-chloro-N-[4-[(6,7-dimethoxy-1,5-naphthyridin-4-yl)oxy]-3-fluorophenyl]-5-(4-fluorophenyl)-1-methyl-4-oxopyridine-3-carboxamide